4-[2-(2-chlorophenoxy)-5-(methylsulfonyl)phenyl]-6-methyl-1,6-dihydro-7H-pyrrolo[2,3-c]pyridin-7-one ClC1=C(OC2=C(C=C(C=C2)S(=O)(=O)C)C=2C3=C(C(N(C2)C)=O)NC=C3)C=CC=C1